NCCC[Si](OCCC)(CCC)CCC 3-aminopropyl-dipropyl-propoxysilane